ClC1=C(C(=CC=C1)C)NC(=O)N1C(C=2NN=CC2C1)(C)C N-(2-chloro-6-methylphenyl)-6,6-dimethyl-4,6-dihydropyrrolo[3,4-c]pyrazole-5(1H)-carboxamide